FN1C2(CC(C3=CC=CC=C13)O)CCN(CC2)C(=O)NCC2=CC(=C(C=C2)F)S(=O)(=O)C fluoro-N-(4-fluoro-3-(methylsulfonyl)benzyl)-4'-hydroxy-3',4'-dihydro-1'h-spiro[piperidine-4,2'-quinoline]-1-carboxamide